C(CCCCCCCCCCCCCCCCCCCCCCCCCCCCC)O.[C] carbon 1-triacontanol